C1(CC1)C1=NC(=CC(=C1)C1=C(C=C(C#N)C=C1)C1=NN=CN1C)N1C(C2=CC(=CC(=C2C1)F)CN[C@@H](C)[C@H](C)OC)=O 4-{2-cyclopropyl-6-[4-fluoro-6-({[(2S,3S)-3-methoxybutan-2-yl]amino}methyl)-1-oxo-3H-isoindol-2-yl]pyridin-4-yl}-3-(4-methyl-1,2,4-triazol-3-yl)benzonitrile